4-(N,N-dimethylsulfamoyl)-N-(2-(4-phenoxypiperidin-1-yl)phenyl)-N-propylbenzamide CN(S(=O)(=O)C1=CC=C(C(=O)N(CCC)C2=C(C=CC=C2)N2CCC(CC2)OC2=CC=CC=C2)C=C1)C